4-((4-amino-2-isobutyl-1H-imidazo[4,5-c]Quinolin-1-yl)methyl)benzylcarbamic acid 2-methacrylamidoethyl ester C(C(=C)C)(=O)NCCOC(NCC1=CC=C(C=C1)CN1C(=NC=2C(=NC=3C=CC=CC3C21)N)CC(C)C)=O